FC(CN1C=NC(=C1)S(=O)(=O)N1N=C2C(=C1)CN(C2)C([C@H](CO)C2=CC=CC=C2)=O)F (2S)-1-(2-{[1-(2,2-difluoroethyl)-1H-imidazol-4-yl]sulfonyl}-2H,4H,5H,6H-pyrrolo[3,4-c]pyrazol-5-yl)-3-hydroxy-2-phenylpropan-1-one